COCOC1=C(C=CC(=C1)B1OC(C(O1)(C)C)(C)C)C1=CN=C(N=N1)SC 6-(2-(methoxymethoxy)-4-(4,4,5,5-tetramethyl-1,3,2-dioxaborolan-2-yl)phenyl)-3-(methylthio)-1,2,4-triazine